Cl.NCC(=O)NCC#C 2-amino-N-(prop-2-yn-1-yl)acetamide hydrochloride